tert-butyl 4-(3-(1-(2-fluoro-4-(methoxycarbonyl)benzyl)-1H-1,2,3-triazol-4-yl)phenyl)piperidin-1-carboxylate FC1=C(CN2N=NC(=C2)C=2C=C(C=CC2)C2CCN(CC2)C(=O)OC(C)(C)C)C=CC(=C1)C(=O)OC